2,5-dimethylpiperazine phosphate P(=O)(O)(O)O.CC1NCC(NC1)C